ClC=1C(=CC(=C(C1)S(=O)(=O)NC1=NC=NS1)F)NCCCCNCC[C@@H]1NCCC1 5-chloro-2-fluoro-4-{[4-({2-[(2R)-pyrrolidin-2-yl]ethyl}-amino)butyl]amino}-N-1,2,4-thiadiazol-5-ylbenzene-sulfonamide